6-Amino-2-(3,5-dichloro-4-((2-cyclohexyl-4-methylquinolin-6-yl)oxy)phenyl)-1,2,4-Triazine-3,5(2H,4H)-dione NC=1C(NC(N(N1)C1=CC(=C(C(=C1)Cl)OC=1C=C2C(=CC(=NC2=CC1)C1CCCCC1)C)Cl)=O)=O